NC1=CC(N(C2=CC(=CC=C12)C(F)(F)F)C=1C=NN(C1)C)=O 4-amino-1-(1-methyl-1H-pyrazol-4-yl)-2-oxo-7-(trifluoromethyl)-1,2-dihydroquinoline